O1C=COC=C1C(=O)N [1,4]dioxine-6-carboxamide